C(#N)[C@H](C[C@H]1C(NCCC1)=O)NC(=O)C1N(CC2(C1)CCCCC2)C(=O)C=2NC1=CC=CC(=C1C2)OC N-[(1S)-1-cyano-2-[(3S)-2-oxo-3-piperidyl]ethyl]-2-(4-methoxy-1H-indole-2-carbonyl)-2-azaspiro[4.5]decane-3-carboxamide